FC(C(C(C(C(C(C(C(C(C(C(F)(F)F)(F)F)(F)F)(F)F)(F)F)(F)F)(F)F)(F)F)(F)F)(F)F)(S(=O)(=O)O)F perfluoroundecyl-sulfonic acid